N-(4-(2-(diethylamino)ethoxy)-3,5-dimethylphenyl)-4-(3-phenylisoxazolidin-2-yl)pyrimidine-2-amine C(C)N(CCOC1=C(C=C(C=C1C)NC1=NC=CC(=N1)N1OCCC1C1=CC=CC=C1)C)CC